4-(2-chlorophenyl)-6-cyclopropyl-1-(methylamino)pyrido[1,2-c]pyrimidin-3-one ClC1=C(C=CC=C1)C1=C2N(C(=NC1=O)NC)C=CC(=C2)C2CC2